fluoro-4-(piperidin-4-yloxy)-2-(trifluoromethyl)quinoline hydrochloride Cl.FC=1C(=NC2=CC=CC=C2C1OC1CCNCC1)C(F)(F)F